[5-(2,2-difluorocyclopropyl)-1H-pyrazol-3-yl]carboxamide FC1(C(C1)C1=CC(=NN1)C(=O)N)F